C1(CC1)C=1C(=CC(N(N1)CC1=C(C(=CC=C1C)OC)C)=O)C 6-cyclopropyl-2-(3-methoxy-2,6-dimethylbenzyl)-5-methylpyridazin-3(2H)-one